(R)-5-(8-methoxy-[1,2,4]triazolo[1,5-a]pyridin-6-yl)-1-(1-propylpiperidin-3-yl)-6-(trifluoromethyl)-1,3-dihydro-2H-benzo[d]imidazol-2-one COC=1C=2N(C=C(C1)C1=CC3=C(N(C(N3)=O)[C@H]3CN(CCC3)CCC)C=C1C(F)(F)F)N=CN2